fluoro-octadecane FCCCCCCCCCCCCCCCCCC